butyl 6-(5-fluoro-3-pyridyl)-2,6-diazaspiro[3.3]heptane-2-carboxylate FC=1C=C(C=NC1)N1CC2(CN(C2)C(=O)OCCCC)C1